1-(3-fluoro-5-nitropyridin-2-yl)-4-(2-methoxyethyl)piperazine FC=1C(=NC=C(C1)[N+](=O)[O-])N1CCN(CC1)CCOC